C(C)(C)(C)OC(=O)N1C[C@@H](N(CC1)C(C1=C(C(=C(C=C1F)Br)F)F)=O)CO (3R)-4-(4-bromo-2,3,6-trifluorobenzoyl)-3-(hydroxymethyl)piperazine-1-carboxylic acid tert-butyl ester